FC1=CC=C(C(=N1)C)C(=O)OC methyl 6-fluoro-2-methyl-pyridine-3-carboxylate